N-[3-[2-[[(1R)-2-hydroxy-1-methyl-ethyl]amino]-6-morpholino-4-pyridyl]-4-methyl-phenyl]-6-isopropenyl-pyrazine-2-carboxamide OC[C@@H](C)NC1=NC(=CC(=C1)C=1C=C(C=CC1C)NC(=O)C1=NC(=CN=C1)C(=C)C)N1CCOCC1